3-Trifluoromethylphenyl-trimethylammonium bromide [Br-].FC(C=1C=C(C=CC1)[N+](C)(C)C)(F)F